1-(2-(ethoxycarbonyl)benzofuro[3,2-b]pyridin-3-yl)pyridine C(C)OC(=O)C1=C(C=C2C(=N1)C1=C(O2)C=CC=C1)N1CC=CC=C1